5-(3-chloroimidazo[1,2-b]pyridazin-6-yl)-N-(cis-4-methoxycyclohexyl)-7H-pyrrolo[2,3-d]pyrimidin-2-amine ClC1=CN=C2N1N=C(C=C2)C2=CNC=1N=C(N=CC12)N[C@@H]1CC[C@@H](CC1)OC